C(C)OC(C1=CC(=NC=C1)C1=CC(=CC=C1)O)=O.CC=1N=CSC1CCO 4-Methyl-5-(2-hydroxyethyl)thiazole ethyl-2-(3-hydroxyphenyl)isonicotinate